aminobenzamide acetate C(C)(=O)O.NC1=C(C(=O)N)C=CC=C1